ClC=1C(=NC(=NC1)N[C@H]1CN(CCC1)C(=O)C1=CC=C(C=C1)NC(\C=C\CN(C)C)=O)C1=CNC2=CC=CC=C12 (E)-N-(4-((3R)-3-(5-chloro-4-(1H-indol-3-yl)pyrimidin-2-ylamino)piperidine-1-carbonyl)phenyl)-4-(dimethylamino)but-2-enamide